C1(CC1)C1C(=NN=C1C)N 4-cyclopropyl-5-methyl-4H-pyrazol-3-amine